FC1=C(C=CC=C1)NC(C)C=1N=C(N(C1)C=1C=CC=2N(C1)C(=CN2)C#N)C2=NC(=CC=C2)C 6-(4-(1-((2-fluorobenzeneyl)amino)ethyl)-2-(6-methylpyridin-2-yl)-1H-imidazol-1-yl)imidazo[1,2-a]pyridine-3-carbonitrile